1-(4-amino-1,2,5-oxadiazol-3-yl)-N'-(thien-3-ylmethylene)-1H-1,2,3-triazole-4-carbohydrazide NC=1C(=NON1)N1N=NC(=C1)C(=O)NN=CC1=CSC=C1